C(=O)(O)C(CCC(C)=O)=NC(CCCCCCCCCCCCCCC(=O)O)=O 16-{[(1S)-1-carboxy-4-oxopentylidene]amino}-16-oxohexadecanoic acid